CC1=NC2=CC=CC(=C2C(N1C1C(NC(CC1)=O)=O)=O)OCC=1SC(=CN1)CN1CCCCC1 3-(2-methyl-4-oxo-5-((5-(piperidin-1-ylmethyl)thiazol-2-yl)methoxy)quinazolin-3(4H)-yl)piperidine-2,6-dione